BrC=1C=C(C=C(C1)NCCO)NC(=O)NC1=C(C=CC(=C1)Cl)CO 1-[3-bromo-5-(2-hydroxyethylamino)phenyl]-3-(5-chloro-2-hydroxymethylphenyl)urea